N-[[2-[[1-(3-chlorophenyl)-2-hydroxy-1-methyl-ethyl]amino]-3H-benzimidazol-4-yl]methyl]isoxazolidine-2-carboxamide ClC=1C=C(C=CC1)C(CO)(C)NC=1NC2=C(N1)C=CC=C2CNC(=O)N2OCCC2